BrC1=CC(=C(C=C1)CN(C(OC(C)(C)C)=O)C(=O)OC(C)(C)C)C#N tert-butyl N-[(4-bromo-2-cyano-phenyl)methyl]-N-tert-butoxycarbonyl-carbamate